(2S)-2-((2-(2,6-dioxopiperidin-3-yl)-1,3-dioxoisoindolin-4-yl)oxy)propionic acid O=C1NC(CCC1N1C(C2=CC=CC(=C2C1=O)O[C@H](C(=O)O)C)=O)=O